2-(3-(3,3-difluoro-1-((4-methyl-4H-1,2,4-triazol-3-yl)methyl)cyclobutyl)phenyl)-6-((2,6-dihydropyrrolo[3,4-c]pyrazol-5(4H)-yl)methyl)-4-(trifluoromethyl)isoindolin-1-one FC1(CC(C1)(CC1=NN=CN1C)C=1C=C(C=CC1)N1C(C2=CC(=CC(=C2C1)C(F)(F)F)CN1CC2=NNC=C2C1)=O)F